5-Chloro-4-methyl-6-[1-methyl-5-(trifluoromethyl)benzimidazol-2-yl]Pyridine-2-carbonitrile ClC=1C(=CC(=NC1C1=NC2=C(N1C)C=CC(=C2)C(F)(F)F)C#N)C